N1N=NN=C1C1=CC=C(C=C1)[C@@H]1CC2(CC(C2)(F)F)CCN1CC1=C2C=CNC2=C(C=C1OC)C |r| (SR)-6-(4-(1H-tetrazol-5-yl)phenyl)-2,2-difluoro-7-((5-methoxy-7-methyl-1H-indol-4-yl)methyl)-7-azaspiro[3.5]nonane